triphenol benzoate C(C1=CC=CC=C1)(=O)O.C1(=CC=CC=C1)O.C1(=CC=CC=C1)O.C1(=CC=CC=C1)O